COC=1C=C2C(=CN(C(C2=CC1OC)=O)C1=NC=CC(=C1)C)C(=O)N1CCCCC1 6,7-dimethoxy-2-(4-methylpyridin-2-yl)-4-(piperidine-1-carbonyl)isoquinolin-1(2H)-one